S1C(=CC=C1)C1=NC=CC2=CC=CC=C12.S1C(=CC=C1)C1=NC=CC2=CC=CC=C12.S1C(=CC=C1)C1=NC=CC2=CC=CC=C12.[Ir+3] Iridium(III) Tris[(thienyl)isoquinoline]